(4-((S)-2-(2,5-difluorophenyl)propyl)-6-(((R)-1-hydroxy-4-methylpent-2-yl)amino)-1,3,5-triazin-2-yl)methanesulfonamide FC1=C(C=C(C=C1)F)[C@H](CC1=NC(=NC(=N1)N[C@@H](CO)CC(C)C)CS(=O)(=O)N)C